N-(7-(6-(2-hydroxyethyl)-4-methylpyridin-3-yl)-2,6-naphthyridin-3-yl)cyclopropanecarboxamide OCCC1=CC(=C(C=N1)C1=NC=C2C=C(N=CC2=C1)NC(=O)C1CC1)C